C(#N)C=1C=NN2C1C(=CC(=C2)OC2CCOCC2)C2=CC=C(C=C2)N2CCN(CC2)C(=O)OC(C)(C)C tert-Butyl 4-(4-(3-cyano-6-((tetrahydro-2H-pyran-4-yl)oxy)pyrazolo[1,5-a]pyridin-4-yl)phenyl)piperazine-1-carboxylate